dimethyl-(prop-2-ynyl)sulfonium C[S+](CC#C)C